O[C@@H]1C[C@H](N(C1)C([C@H](C(C)(C)C)NC(CCCCCCNC(OC(C)(C)C)=O)=O)=O)C(NCC1=CC=C(C=C1)C1=C(N=CS1)C)=O tert-butyl (7-(((S)-1-((2S,4R)-4-hydroxy-2-((4-(4-methylthiazol-5-yl)benzyl)carbamoyl)-pyrrolidin-1-yl)-3,3-dimethyl-1-oxobutan-2-yl)amino)-7-oxoheptyl)carbamate